FC(CC1=CC=C2C(=NC=NC2=C1)N1CC2(C1)CCNCC2)(F)F 2-(7-(2,2,2-trifluoroethyl)quinazolin-4-yl)-2,7-diazaspiro[3.5]nonan